N-(2-chloro-3'-(7-cyano-5-(hydroxymethyl)benzo[d]oxazol-2-yl)-2'-methylbiphenyl-3-yl)-1,5-dimethyl-4,5,6,7-tetrahydro-1H-imidazo[4,5-c]pyridine-2-carboxamide ClC1=C(C=CC=C1NC(=O)C=1N(C2=C(CN(CC2)C)N1)C)C1=C(C(=CC=C1)C=1OC2=C(N1)C=C(C=C2C#N)CO)C